ClC=1C=C(C=CC1)[C@@H]1[C@H](C1)C(=O)NC1=CC(=NC=N1)NCC=1N=C2N(C=C(C=C2C(=O)N)C2CC2)C1 2-(((6-((1S,2S)-2-(3-chlorophenyl)cyclopropane-1-carboxamido)pyrimidin-4-yl)amino)methyl)-6-cyclopropylimidazo[1,2-a]pyridine-8-carboxamide